COC(C(CCCCC#N)(C1=CC=CC=C1)C1=CC=C(C=C1)OC)=O 6-cyano-2-(4-methoxyphenyl)-2-phenylhexanoic acid methyl ester